ClC1=C(C(=CC=2CN3[C@@H](COC21)CN(CC3)C(C=C)=O)C#N)C3=C(C=CC=C3O)Cl (12AR)-10-chloro-9-(2-chloro-6-hydroxyphenyl)-2-(prop-2-enoyl)-1,2,3,4,12,12a-hexahydro-6H-pyrazino[2,1-c][1,4]benzoxazepine-8-carbonitrile